ClC1=CC=C(C=C1)N1C(CN(CC1)C(=O)C=1C=CC2=C(N(C(=N2)C(C(F)(F)F)(O)C2=CC=C(C=C2)F)CC)C1)=O 1-(4-Chlorophenyl)-4-(1-ethyl-2-(2,2,2-trifluoro-1-(4-fluorophenyl)-1-hydroxyethyl)-1H-benzo[d]imidazole-6-carbonyl)piperazin-2-one